ClC12CC(C1)(C2)C(=O)O 3-Chlorobicyclo[1.1.1]pentane-1-carboxylic acid